((1-(1-(pyridin-4-yl)ethyl)-1H-pyrazol-3-yl)carbamothioyl)benzamide N1=CC=C(C=C1)C(C)N1N=C(C=C1)NC(=S)C1=C(C(=O)N)C=CC=C1